4-chloro-1,3,5-triazin-2-amine ClC1=NC(=NC=N1)N